C12OCC(C(CC1)O2)=O 2,8-dioxabicyclo[3.2.1]octan-4-one